(2R)-7-chloro-2-[trans-4-(dimethylamino)cyclohexyl]-N-[(4,6-dimethyl-2-oxo-1,2-dihydropyridin-3-yl)methyl]-2,4-dimethyl-1,3-benzodioxol-5-carboxamide ClC1=CC(=C(C2=C1O[C@](O2)(C)[C@@H]2CC[C@H](CC2)N(C)C)C)C(=O)NCC=2C(NC(=CC2C)C)=O